ClC1=C(OC2=C3C(=NNC3=CC=C2NC(C2=CC(=CC(=C2)C(F)(F)F)F)=O)N2C(C3=CC=CC=C3C2=O)=O)C=C(C=C1)F N-(4-(2-Chloro-5-fluorophenoxy)-3-(1,3-dioxoisoindolin-2-yl)-1H-indazol-5-yl)-3-fluoro-5-(trifluoromethyl)benzamide